OC(CC(=O)O)CCCCCCCCCCCCCCCCCCCC 3-Hydroxy-tricosanoic acid